1,1-bis(2,6-dichloro-3,5-dimethyl-4-hydroxyphenyl)cyclohexane ClC1=C(C(=C(C(=C1C)O)C)Cl)C1(CCCCC1)C1=C(C(=C(C(=C1Cl)C)O)C)Cl